6-(4-(4-(4-(2,6-dioxopiperidin-3-yl)benzyl)piperazin-1-yl)piperidin-1-yl)-2-(4-phenoxyphenyl)nicotinamide O=C1NC(CCC1C1=CC=C(CN2CCN(CC2)C2CCN(CC2)C2=NC(=C(C(=O)N)C=C2)C2=CC=C(C=C2)OC2=CC=CC=C2)C=C1)=O